(1S-trans)-2-benzyloxymethyl-3-cyclopenten-1-ol C(C1=CC=CC=C1)OC[C@@H]1[C@H](CC=C1)O